C1(CCCCC1)N(C(\C=C\C1=CC=C(C=C1)C)=O)C=1SC=CN1 (E)-N-cyclohexyl-3-(p-tolyl)-N-thiazol-2-yl-prop-2-enamide